7-(1-(4-Chloropyridin-3-yl)piperidin-4-yl)-5-((3-(trifluoromethyl)pyridin-2-yl)methyl)-pyrido[2,3-b]pyrazin-6(5H)-one ClC1=C(C=NC=C1)N1CCC(CC1)C1=CC=2C(=NC=CN2)N(C1=O)CC1=NC=CC=C1C(F)(F)F